C(#N)[C@@H](C[C@@H]1C(NCCC1)=O)NC(=O)[C@@H]1N([C@@H]2CC([C@H]1CC2)(F)F)C([C@H](C)NC2=C(C=CC(=C2)F)F)=O (1S,3R,4S)-N-[(1R)-1-cyano-2-[(3R)-2-oxo-3-piperidyl]ethyl]-2-[(2S)-2-(2,5-difluoroanilino)propanoyl]-5,5-difluoro-2-azabicyclo[2.2.2]octane-3-carboxamide